[Cl-].FC1=C(C=CC=C1C(F)(F)F)[C@@H](C)[NH3+] (R)-1-(2-fluoro-3-(trifluoromethyl)phenyl)ethan-1-aminium chloride